Azaisatin C1=CC2=C(C(=O)C(=O)N2)N=C1